C(C)(C)(C)C(C(=O)O)O.C(CO)(=O)OC(C)(C)C tert-butyl glycolate (tert-butyl glycolate)